3-Fluoro-4-((2-((6-(2-oxooxazolidin-3-yl)pyridin-3-yl)sulfonyl)-2,9-diazaspiro[5.5]undecan-9-yl)methyl)benzonitrile FC=1C=C(C#N)C=CC1CN1CCC2(CCCN(C2)S(=O)(=O)C=2C=NC(=CC2)N2C(OCC2)=O)CC1